5-(4-aminophenyl)-1-(7-hydroxycoumarin-3-yl)pent-4-en-1,3-dione NC1=CC=C(C=C1)C=CC(CC(=O)C=1C(OC2=CC(=CC=C2C1)O)=O)=O